CNCCCNC N,N'-dimethyl-1,3-propane-diamine